(E)-3-(3-(benzo[d][1,3]dioxolane-5-yl)acryloyl)oxazolin-2-one Isoquinolin-2-yl-2-amino-3-methylbutanoate bis(4-methylbenzenesulfonate) CC1=CC=C(C=C1)S(=O)(=O)O.CC1=CC=C(C=C1)S(=O)(=O)O.C1N(C=CC2=CC=CC=C12)C(C(=O)O)(C(C)C)N.O1COC2=C1C=CC(=C2)/C=C/C(=O)N2C(OC=C2)=O